4-(3-ethynyl-5-fluoropyridin-2-yl)-5-fluorobenzamide C(#C)C=1C(=NC=C(C1)F)C1=CC=C(C(=O)N)C=C1F